5-(5-chloro-1-methyl-2-oxo-1,2-dihydropyridin-3-yl)-6-(4-chlorophenyl)-2-(2,4-dimethoxypyrimidin-5-yl)-1-(4-hydroxybutyl)-5,6-dihydropyrrolo[3,4-d]imidazol-4(1H)-one ClC=1C=C(C(N(C1)C)=O)N1C(C=2N(C(=NC2C1=O)C=1C(=NC(=NC1)OC)OC)CCCCO)C1=CC=C(C=C1)Cl